CCCCCCCCCCCCCCCC(=O)O[C@@]1([C@@H]([C@H]([C@@H]([C@H](O1)CO)O)O)O)[C@@]2([C@H]([C@@H]([C@H](O2)CO)O)O)CO sucrose palmitate